[3-(benzyloxy)propyl]triphenylphosphanium bromide [Br-].C(C1=CC=CC=C1)OCCC[P+](C1=CC=CC=C1)(C1=CC=CC=C1)C1=CC=CC=C1